tert-Butyl 7-oxa-6-thia-5-azaspiro[3.4]octane-5-carboxylate 6-oxide C1CCC12N(S(OC2)=O)C(=O)OC(C)(C)C